C(CC)SC1=NN=C2N1C=C(C=C2)N 3-(propylsulfanyl)-6-amino-[1,2,4]triazolo[4,3-a]pyridine